C1(CC1)N1N=CC(=C1)[C@@H]1O[C@@H](CN(C1)C=1N=C(C2=C(N1)N=C(C(=C2)C(=O)OC)C)C21CC(C2)(C1)C(F)(F)F)C methyl 2-((2S,6R)-2-(1-cyclopropyl-1H-pyrazol-4-yl)-6-methylmorpholino)-7-methyl-4-(3-(trifluoromethyl)bicyclo[1.1.1]pentan-1-yl)pyrido[2,3-d]-pyrimidine-6-carboxylate